1-(2,2,2-trifluoroethyl)-1H-indole-4-carboxamide FC(CN1C=CC=2C(=CC=CC12)C(=O)N)(F)F